1-(2,2,3,3-tetrafluoropropyl)-5-(4,4,5,5-tetramethyl-1,3,2-dioxaborolan-2-yl)-1H-pyrazole FC(CN1N=CC=C1B1OC(C(O1)(C)C)(C)C)(C(F)F)F